1,2,4,5-cyclohexanetetraoic acid C1(C(CC(C(C1)C(=O)O)C(=O)O)C(=O)O)C(=O)O